COC(CSC1=NC(=CC(=C1)C(F)(F)F)C)=O 2-(6-Methyl-4-(trifluoromethyl)pyridin-2-ylthio)acetic acid methyl ester